2-(3-(6,8-diphenyldibenzo[b,d]thiophen-4-yl)phenyl)-4,6-diphenyl-1,3,5-triazine C1(=CC=CC=C1)C1=CC(=CC=2C3=C(SC21)C(=CC=C3)C=3C=C(C=CC3)C3=NC(=NC(=N3)C3=CC=CC=C3)C3=CC=CC=C3)C3=CC=CC=C3